3-(4-Aminophenyl)thieno[3,2-c]pyridin-4-amine NC1=CC=C(C=C1)C1=CSC2=C1C(=NC=C2)N